[Mg+2].C([O-])([O-])=O.OC=1[C@H](OC(C1O)=O)[C@H](CO)O vitamin C carbonate magnesium salt